(S)-3-((R)-1,2-dihydroxyethyl)-3,4-dihydroisoquinoline-2(1H)-carboxylic acid tert-butyl ester C(C)(C)(C)OC(=O)N1CC2=CC=CC=C2C[C@H]1[C@H](CO)O